COC(C1=C(C=CC(=C1)NC(C1=C(C=C(C(=C1)OCC1=CC=CC=C1)C(=O)NC1=CC(=C(C=C1)O)C(=O)OC)OCC1=CC=CC=C1)=O)O)=O 5-(4-(3-methoxycarbonyl-4-hydroxyphenylaminocarbonyl)-2,5-dibenzyloxybenzamido)-2-hydroxybenzoic acid methyl ester